N1C(=NC2=C1C=CC=C2)CNC2=NC(=NC=1N2N=CC1Br)N1C[C@@H](CCC1)O |r| (rac)-1-(4-{[(1H-benzimidazol-2-yl)methyl]amino}-8-bromopyrazolo[1,5-a][1,3,5]triazin-2-yl)piperidin-3-ol